FCC(C)(F)C1=NC(=CC(=N1)O)C 2-(1,2-Difluoropropan-2-yl)-6-methylpyrimidin-4-ol